N-(4-bromo-6-chloro-3-(2-chloro-5-fluorobenzoyl)naphthalen-2-yl)-4-methylbenzenesulfonamide BrC1=C(C(=CC2=CC=C(C=C12)Cl)NS(=O)(=O)C1=CC=C(C=C1)C)C(C1=C(C=CC(=C1)F)Cl)=O